O=C1N2C(=NC=3C=C4C(=CC13)C=CC=C4)C(=CC=C2)C(=O)O 12-oxo-12H-benzo[g]pyrido[2,1-b]quinazoline-4-carboxylic acid